4-(4-bromophenyl)-4-methoxytetrahydro-2H-pyran BrC1=CC=C(C=C1)C1(CCOCC1)OC